CO[C@@H]1O[C@@H]([C@@H]2[C@H]1OC(O2)(C)C)CO ((3aR,4R,6R,6aR)-6-methoxy-2,2-dimethyltetrahydrofuro[3,4-d][1,3]dioxol-4-yl)methanol